6-(3-Oxa-8-azabicyclo[3.2.1]octan-8-yl)-3-(trifluoromethyl)imidazo[1,2-b]pyridazine C12COCC(CC1)N2C=2C=CC=1N(N2)C(=CN1)C(F)(F)F